COC(NCC=1N=C(NC1)C1=NNC2=CC(=CC=C12)C1=C(C=C(C(=C1)F)O)CC)=O ((2-(6-(2-ethyl-5-fluoro-4-hydroxyphenyl)-1H-indazol-3-yl)-1H-imidazol-4-yl)methyl)carbamic acid methyl ester